C(=O)(C(O)C(O)C(=O)O)OCC[N+](C)(C)C.C(=O)(C(O)C(O)C(=O)O)OCC[N+](C)(C)C Choline bitartrate Choline bitartrate